3-{[3-Oxo-2-(2-piperidin-4-yl-ethyl)-2,3-dihydro-1H-isoindole-5-carbonyl]-amino}-propionic acid O=C1N(CC2=CC=C(C=C12)C(=O)NCCC(=O)O)CCC1CCNCC1